[Si](C)(C)(C(C)(C)C)OCC1N(C=C(C1)C)C=O (2-(((tert-butyldimethylsilyl)oxy)-methyl)-4-methyl-2,3-dihydro-1H-pyrrol-1-yl)methanone